tert-butyl 3-[4-(7-anilino-4-methoxy-thieno[3,2-c]pyridin-6-yl)pyrazol-1-yl]azetidine-1-carboxylate N(C1=CC=CC=C1)C=1C2=C(C(=NC1C=1C=NN(C1)C1CN(C1)C(=O)OC(C)(C)C)OC)C=CS2